ClC1(C(C1C1=CC(=C(C=C1)F)C(F)(F)F)C(=O)NC1=CC(=C(C=C1)Cl)CNC(=O)C1CC1)Cl 2,2-dichloro-N-[4-chloro-3-[[(cyclopropylcarbonyl)amino]methyl]phenyl]-3-[4-fluoro-3-(trifluoromethyl)phenyl]cyclopropanecarboxamide